ethylene glycol dipotassium salt [K].[K].C(CO)O